N1(CCOCC1)CCNC(N)=O 3-[2-(morpholinyl)ethyl]urea